CC1=NC(=NC=2N([C@H](C(NC12)=O)C)C)NCC=1C=NN(C1)CC1=CC(=C(C(=C1)F)F)F (7S)-4,7,8-trimethyl-2-(((1-(3,4,5-trifluorobenzyl)-1H-pyrazol-4-yl)methyl)amino)-7,8-dihydropteridin-6(5H)-one